[2-(3-fluoropyrrolidin-1-yl)-2-oxoethyl]-4H,5H-thieno[3,2-c]pyridin FC1CN(CC1)C(CC1=CC=2CNC=CC2S1)=O